NC1=NC(=C(C(=N1)Cl)CC=1C=C(C=CC1OC)C(C#N)(C)C)C 2-(3-((2-amino-4-chloro-6-methylpyrimidin-5-yl)methyl)-4-methoxyphenyl)-2-methylpropanenitrile